C[Si](C)(C)N1CCN(CC1)[Si](C)(C)C bis(trimethylsilyl)piperazine